8-bromo-6-fluoro-2-tetrahydropyran-4-yl-3H-quinazolin-4-one BrC=1C=C(C=C2C(NC(=NC12)C1CCOCC1)=O)F